4-(4-((3-ethyl-2,4-dioxo-1,2,3,4-tetrahydropyrido[3,2-d]pyrimidin-7-yl)methyl)piperazin-1-yl)-N-methylbenzamide C(C)N1C(NC2=C(C1=O)N=CC(=C2)CN2CCN(CC2)C2=CC=C(C(=O)NC)C=C2)=O